hydroxy-1H-carbazol-3-one oxime OC1CC(C=C2C3=CC=CC=C3N=C12)=NO